2-(2-(4-(S-methyl-N-(2,2,2-trifluoroacetyl)sulfonimidoyl)phenyl)-6-oxo-5-((3-phenylpropyl)amino)pyrimidin-1(6H)-yl)acetic acid CS(=O)(=NC(C(F)(F)F)=O)C1=CC=C(C=C1)C=1N(C(C(=CN1)NCCCC1=CC=CC=C1)=O)CC(=O)O